C(CCCC)OC1=CC=C(C=C1)C=CC(=O)C1=CC=C(C=C1)CC(=O)O 2-[4-[3-(4-Pentoxyphenyl)prop-2-enoyl]phenyl]acetic acid